3-(carboxymethyl)-alanine C(=O)(O)CC[C@H](N)C(=O)O